4-(4-(5-amino-4-methyl-4H-1,2,4-triazol-3-yl)piperidin-1-yl)-5-(6-fluoropyridin-3-yl)pyrimidin-2-amine NC=1N(C(=NN1)C1CCN(CC1)C1=NC(=NC=C1C=1C=NC(=CC1)F)N)C